COC1=CC=C(C(=N1)C)S(=O)(=O)N1CC2(C1)CC(CC2)N2CC1(COC1)C2 6-(2-((6-methoxy-2-methylpyridin-3-yl)sulfonyl)-2-azaspiro[3.4]oct-6-yl)-2-oxa-6-azaspiro[3.3]heptane